FC1(CC(CC1)C(=O)N1C[C@H]([C@H](C1)F)NC(C1=C(C=CC=C1)F)=O)F N-[(3R,4S)-1-(3,3-difluorocyclopentanecarbonyl)-4-fluoropyrrolidin-3-yl]-2-fluorobenzamide